(2R)-2-(propan-2-yl)oxirane CC(C)[C@H]1OC1